ClC1=C(C=C(C=C1)C1=NC=C(C(=N1)C1=CCC(CC1)NC(OC(C)(C)C)=O)CNC(=O)C1(CC1)C#N)C(F)(F)F tert-butyl N-[4-[2-[4-chloro-3-(trifluoromethyl)phenyl]-5-[[(1-cyanocyclopropanecarbonyl)amino]methyl]pyrimidin-4-yl]cyclohex-3-en-1-yl]carbamate